tert.-butyl-[3-[dimethoxy(methyl)silyl]propylsulfanyl]-dimethylsilane C(C)(C)(C)[Si](C)(C)SCCC[Si](C)(OC)OC